N-(5-((6-((R)-3-(2,4-difluorophenyl)isoxazolidine-2-yl)pyrimidine-4-yl)amino)-4-methoxy-2-(5-methyl-1H-imidazole-1-yl)phenyl)acrylamide FC1=C(C=CC(=C1)F)[C@@H]1N(OCC1)C1=CC(=NC=N1)NC=1C(=CC(=C(C1)NC(C=C)=O)N1C=NC=C1C)OC